N1(C=NC=C1)C=1C=C(CN(CCC2=CC=C(C=C2)NC(=O)C2=C(C=C(C(=C2)OC)OC)NC(=O)C=2OC3=CC=CC=C3C(C2)=O)CC2=CC(=C(C(=C2)OC)OC)OC)C=CC1 N-(2-((4-(2-((3-(1H-Imidazol-1-yl)benzyl)(3,4,5-trimethoxybenzyl)amino)ethyl)phenyl)carbamoyl)-4,5-dimethoxyphenyl)-4-oxo-4H-chromene-2-carboxamide